BrC=1N=CN2C1C(CCC2)C 1-bromo-8-methyl-5,6,7,8-tetrahydroimidazo[1,5-a]Pyridine